2-[4,6-bis(4-hydroxy-piperidin-1-yl)-5-methylpyrimidin-2-ylamino]-4-methyl-thiazole-5-carboxylic acid ethyl ester C(C)OC(=O)C1=C(N=C(S1)NC1=NC(=C(C(=N1)N1CCC(CC1)O)C)N1CCC(CC1)O)C